[N].CC1=NC=CC(=C1C)[N+](=O)[O-] 2,3-dimethyl-4-nitropyridine nitrogen